ethyl 2-[4-[[4-[[4-(trifluoromethyl)phenyl]methyl]pyrazolo[1,5-a]pyridine-3-carbonyl]amino]phenyl]acetate FC(C1=CC=C(C=C1)CC=1C=2N(C=CC1)N=CC2C(=O)NC2=CC=C(C=C2)CC(=O)OCC)(F)F